CN(C1=CC=C(C=C1)C1=C(C2=C(N=CN=C2NCCO)O1)C=1C=C(C=CC1)NC(C=C)=O)C N-(3-{6-[4-(Dimethylamino)phenyl]-4-[(2-hydroxyethyl)amino]-furo[2,3-d]pyrimidin-5-yl}phenyl)prop-2-enamide